((3R)-4-amino-3-methyl-1,3-dihydrofuro[3,4-c]quinolin-8-yl)((3S,4R)-3-(4-fluorophenyl)-4-(1H-pyrazol-3-yl)-1-pyrrolidinyl)methanone NC1=NC=2C=CC(=CC2C2=C1[C@H](OC2)C)C(=O)N2C[C@@H]([C@H](C2)C2=NNC=C2)C2=CC=C(C=C2)F